C(C)(=O)NC1=C2C(=CC(=NC2=C(C(=C1)OCC)OCC)C(=O)OCC)C(=O)OCC diethyl 5-acetamido-7,8-diethoxyquinoline-2,4-dicarboxylate